NC1CC(C1)(O)CO (1s,3s)-3-amino-1-(hydroxymethyl)cyclobutan-1-ol